S1CCSCCSCC1 1,4,7-trithiacyclononane